C(C)(C)(C)OC(=O)N([C@H]1CN([C@@H](C=C1C)C(N)=O)C(=O)OC(C)(C)C)O[Si](C)(C)C(C)(C)C tert-butyl (3R,6S)-3-[tert-butoxycarbonyl-[tert-butyl(dimethyl)silyl]oxy-amino]-6-carbamoyl-4-methyl-3,6-dihydro-2H-pyridine-1-carboxylate